6-bromo-7-methoxypyrido[3,2-d]pyrimidin-4-ol BrC=1C(=CC=2N=CN=C(C2N1)O)OC